Cl.[Cl-].N[C@H]1[C@H]2SCC(=C(N2C1=O)C(=O)O)SC=1SC=C(N1)C1=CC=[N+](C=C1)C 4-(2-(((6R,7R)-7-amino-2-carboxyl-8-oxo-5-thia-1-azabicyclo[4.2.0]oct-2-en-3-yl)thio)thiazol-4-yl)-1-methylpyridin-1-ium chloride hydrochloride